1H-pyrrolo[2,3-b]pyridine-4-yl trifluoromethanesulfonate FC(S(=O)(=O)OC1=C2C(=NC=C1)NC=C2)(F)F